3-(4-(sec-butyl)-2-methylcyclohex-1-en-1-yl)propanal C(C)(CC)C1CC(=C(CC1)CCC=O)C